[O-2].[Al+3].[Li+].[Co+2].[O-2].[O-2] cobalt-lithium aluminum oxide